C(C=C)(=O)OCCC(CCCC)C 3-methyl-1-heptanol acrylate